OC1=C(C(/C=C/C2=CC=C(C=C2)OC)=O)C(=CC(=C1)OC)O (E)-2',6'-Dihydroxy-4,4'-dimethoxychalcone